C6-bromo-5-chloro-1-(2,6-dimethoxyphenyl)-2-(6-ethoxypyridin-2-yl)-1H-imidazo[4,5-b]pyrazine BrC1=C(N=C2C(=N1)N(C(=N2)C2=NC(=CC=C2)OCC)C2=C(C=CC=C2OC)OC)Cl